C1(CCCCC1)OC(=O)N1CC=2C=C(C(NC2CC1)=O)C(NC\C=C\S(=O)(=O)C1=CC=CC=C1)=O 3-{[(2E)-3-(benzenesulfonyl)prop-2-en-1-yl]carbamoyl}-2-oxo-1,2,5,6,7,8-hexahydro-1,6-naphthyridine-6-carboxylic acid cyclohexyl ester